C(CCCCCCCCCCCCCCCCCCCCCCCCCCC)(=O)C(C(=O)O)CCCCCCCCCCCCCCCCCCCCCCCCCC Montanoyl-(montanic acid)